2-(4-bromophenyl)-5-(2,2-dimethylpropyl)-1,3,4-oxadiazole BrC1=CC=C(C=C1)C=1OC(=NN1)CC(C)(C)C